C1(CCCCCCC1)C(NC(OC(C)(C)C)=O)C1=NC2=C(N1)C=CC(=C2F)C2=C(C=CC=C2)C(N(C)C)=O tert-Butyl N-(cyclooctyl{5-[2-(dimethylcarbamoyl)phenyl]-4-fluoro-1H-benzimidazol-2-yl}methyl)carbamate